C1(=CC=CC=C1)C1=NC=C(C=O)C=C1 6-phenylnicotinaldehyde